FC(OC1=NC=CC(=C1)C(C(=O)OC(C)(C)C)C(=O)OC)F 1-tert-butyl 3-methyl 2-[2-(difluoromethoxy)pyridin-4-yl]propanedioate